C(C)(C)(C)C=1C(=C(C(=O)Cl)C=CC1)C(C)(C)C bis-t-butylbenzoyl chloride